O1CCN(CC1)C=1SC=C(N1)CO (2-morpholinothiazol-4-yl)methanol